CN(CCCNC(=O)C1=NC2=CC=CC=C2N=C1NC1=CC=C(C=C1)Cl)C N-(3-(dimethylamino)propyl)-3-((4-chlorophenyl)amino)quinoxaline-2-carboxamide